tert-Butyl 4-(2-((((1S,4S)-4-(4-amino-3-(difluoromethyl)-1H-pyrazol-1-yl)-1-hydroxycyclohexyl)methyl)(methyl)amino)ethyl)piperidine-1-carboxylate NC=1C(=NN(C1)C1CCC(CC1)(O)CN(CCC1CCN(CC1)C(=O)OC(C)(C)C)C)C(F)F